Methyl 4,6-diamino-2-[5-fluoro-1-(2-fluorothiophen-3-yl) methyl-1H-pyrazolo[3,4-b]pyridin-3-yl]-5-pyrimidinylcarbamate NC1=NC(=NC(=C1NC(OC)=O)N)C1=NN(C2=NC=C(C=C21)F)CC2=C(SC=C2)F